ClC=1N=NC=C(C1)OCF 3-Chloro-5-(fluoromethoxy)pyridazine